(2R,4R)-1-(3-chloro-2-fluorobenzyl)-4-((3-fluoro-4-(1-methyl-1H-imidazol-2-yl)-6-((5-methyl-1H-pyrazol-3-yl)amino)pyridin-2-yl)methyl)-2-methylpiperidine ClC=1C(=C(CN2[C@@H](C[C@@H](CC2)CC2=NC(=CC(=C2F)C=2N(C=CN2)C)NC2=NNC(=C2)C)C)C=CC1)F